[Si](C)(C)(C(C)(C)C)OCCN1N=CC(=C1)C1=NC=CC(=C1)OC=1C=NC(=CC1)[N+](=O)[O-] 2-(1-(2-((tert-butyldimethylsilyl)oxy)ethyl)-1H-pyrazol-4-yl)-4-((6-nitropyridin-3-yl)oxy)pyridine